5-chloro-2,3-bis(trifluoromethyl)quinoxaline ClC1=C2N=C(C(=NC2=CC=C1)C(F)(F)F)C(F)(F)F